N=1N(N=C2C1C=CC=C2)C=2C=C(C=C(C2O)C(C)(C)C)CCC(=O)O 3-[3-(benzotriazole-2-yl)-4-hydroxy-5-tertiary butyl-phenyl]-propionic acid